3-bromo-2,4-difluoro-6-iodo-aniline BrC=1C(=C(N)C(=CC1F)I)F